NC=1C(NC(N(N1)C1=CC(=C(C(=C1)Cl)OC1=NNC(C(=C1)C=1C=CC=2N(C1)N=CC2)=O)Cl)=O)=O 6-amino-2-(3,5-dichloro-4-((6-oxo-5-(pyrazolo[1,5-a]pyridin-6-yl)-1,6-dihydropyridazin-3-yl)oxy)phenyl)-1,2,4-triazine-3,5(2H,4H)-dione